CN1N=CC=2C1=NC(=CC2N2CC=1C=CC(=NC1[C@H](C2)C)N2CCN(CC2)C)C (8S)-6-(1,6-dimethylpyrazolo[3,4-b]pyridin-4-yl)-8-methyl-2-(4-methylpiperazin-1-yl)-7,8-dihydro-5H-1,6-naphthyridine